silicon-sodium borate silver [Ag+].B([O-])([O-])[O-].[Na+].[Si+4].B([O-])([O-])[O-]